methyl 2-(3-((4-(2-(2-aminopyridin-3-yl)-5-phenyl-3H-imidazo[4,5-b]pyridin-3-yl)benzamido)methyl)phenyl)acetate NC1=NC=CC=C1C1=NC=2C(=NC(=CC2)C2=CC=CC=C2)N1C1=CC=C(C(=O)NCC=2C=C(C=CC2)CC(=O)OC)C=C1